N1,N1-dimethyl-N4-(2-(methyl(thiophen-3-ylmethyl)amino)phenyl)benzene-1,4-disulfonamide CN(S(=O)(=O)C1=CC=C(C=C1)S(=O)(=O)NC1=C(C=CC=C1)N(CC1=CSC=C1)C)C